C(CCCCCCC\C=C/CCCCCC)(=O)OC1=CC=C(C=C1)CC(=O)O 2-[4-[(Z)-hexadec-9-enoyl]oxyphenyl]acetic acid